C(#N)CC(CNC(CNC(CN(S(=O)(=O)C)C1CCN(CC1)[C@H](C)C1=CC=CC2=CC=CC=C12)=O)=O)=O (R)-N-(3-cyano-2-oxopropyl)-2-(2-(N-(1-(1-(naphthalen-1-yl)ethyl)piperidin-4-yl)methylsulfonamido)acetamido)acetamide